3-(5-((3aS,7aR)-7a-fluoro-1-oxooctahydro-2H-pyrrolo[3,4-c]pyridin-2-yl)-2-methylphenyl)-2,2-dimethylpropionic acid F[C@@]12[C@@H](CNCC1)CN(C2=O)C=2C=CC(=C(C2)CC(C(=O)O)(C)C)C